ClC1=C(C=CC=C1F)[C@@H]1C(=C(NC(=N1)C=1SC=CN1)C12C3C4C5(C(C14)C2C53)C(=O)O)C(=O)OC (1S,2R,3S,8S)-4-((S)-6-(2-chloro-3-fluorophenyl)-5-(methoxycarbonyl)-2-(thiazol-2-yl)-3,6-dihydropyrimidin-4-yl)cubane-1-carboxylic acid